O=C1NC(CCC1N1C(N(C2=C1C=CC(=C2)N2CCN(CC2)C2CCN(CC2)C2C(CN(CC2)C(=O)OC(C)(C)C)(F)F)C)=O)=O Tert-butyl 4-(4-(1-(2,6-dioxopiperidin-3-yl)-3-methyl-2-oxo-2,3-dihydro-1H-benzo[d]imidazol-5-yl)piperazin-1-yl)-3',3'-difluoro-[1,4'-bipiperidine]-1'-carboxylate